3-[1-oxo-5-[3-[[4-(4-piperidylmethyl)-1-piperidyl]methyl]azetidin-1-yl]isoindolin-2-yl]piperidine-2,6-dione O=C1N(CC2=CC(=CC=C12)N1CC(C1)CN1CCC(CC1)CC1CCNCC1)C1C(NC(CC1)=O)=O